CC=1C=C2C(C(NC2=C(C1)C)=O)=O 5,7-dimethylisatin